C(CCC)OC(NS(=O)(=O)C1=C(N=C(S1)CCC)C1=CC=C(C=C1)CN1C(=NC=C1)C(C)O)=O ((4-(4-((2-(1-hydroxyethyl)-1H-imidazol-1-yl)methyl)phenyl)-2-propylthiazol-5-yl)sulfonyl)Carbamic acid butyl ester